3-(hydroxymethyl)-7,7-dimethyl-4-(5-methyl-1-(tetrahydro-2H-pyran-2-yl)-1H-indazol-4-yl)-5,6,7,8-tetrahydroquinolin-2(1H)-one OCC=1C(NC=2CC(CCC2C1C1=C2C=NN(C2=CC=C1C)C1OCCCC1)(C)C)=O